(2S)-2-[[(3S,5R)-3,5-dimethylmorpholine-4-carbonyl]amino]-4-[2-(2-methylpyrimidin-4-yl)oxyethyl-[4-(5,6,7,8-tetrahydro-1,8-naphthyridin-2-yl)butyl]amino]butanoic acid C[C@@H]1N([C@@H](COC1)C)C(=O)N[C@H](C(=O)O)CCN(CCCCC1=NC=2NCCCC2C=C1)CCOC1=NC(=NC=C1)C